2-{3-[(3R,5S)-3,5-dimethylpiperazin-1-yl]-1,2,4-triazin-6-yl}-5-(2-methyl[1,2,4]triazolo[1,5-b]pyridazin-6-yl)phenol dihydrochloride Cl.Cl.C[C@@H]1CN(C[C@@H](N1)C)C=1N=NC(=CN1)C1=C(C=C(C=C1)C=1C=CC=2N(N1)N=C(N2)C)O